2-fluoro-2-hexyldecanoic acid Ethyl-2-fluoro-2-hexyldecanoate 1,2-Dimyristoyl-sn-Glycero-3-Phosphate C(CCCCCCCCCCCCC)(=O)OC[C@@H](OC(CCCCCCCCCCCCC)=O)COP(=O)(O)O.C(C)OC(C(CCCCCCCC)(CCCCCC)F)=O.FC(C(=O)O)(CCCCCCCC)CCCCCC